rel-5-[[2-[(2S,5R)-5-methyl-2-(2-oxo-1H-quinolin-6-yl)-1-piperidyl]-2-oxo-acetyl]amino]pyridine-3-carboxamide C[C@@H]1CC[C@H](N(C1)C(C(=O)NC=1C=C(C=NC1)C(=O)N)=O)C=1C=C2C=CC(NC2=CC1)=O |o1:1,4|